N-[(3-exo)-8-Azabicyclo[3.2.1]oct-3-yl]-6-(8-fluoro-2-methylimidazo[1,2-a]pyridin-6-yl)[1,3]thiazolo[4,5-c]pyridin-2-amin-Hydrochlorid Cl.C12CC(CC(CC1)N2)NC=2SC1=C(C=NC(=C1)C=1C=C(C=3N(C1)C=C(N3)C)F)N2